OCCNC=1S\C(\C(N1)=O)=C/C=1N(C(=CN1)[N+](=O)[O-])C (5Z)-2-[(2-hydroxyethyl)amino]-5-[(1-methyl-5-nitro-1H-imidazol-2-yl)methylene]thiazol-4(5H)-one